[C@@]12(C(=O)CC(CC1)C2(C)C)CS(=O)(=O)O |r| (1R)- and (1S)-camphorsulfonic acid